N-(2-(2-cyano-4,4-difluoropyrrolidin-1-yl)-2-oxoethyl)-3-(4-fluorophenylvinyl)isonicotinamide C(#N)C1N(CC(C1)(F)F)C(CNC(C1=C(C=NC=C1)C=CC1=CC=C(C=C1)F)=O)=O